N-(2-methylbenzyl)-2-(3-(6-methylpyridin-2-yl)-4-(quinolin-4-yl)-1H-pyrazol-1-yl)acetamide CC1=C(CNC(CN2N=C(C(=C2)C2=CC=NC3=CC=CC=C23)C2=NC(=CC=C2)C)=O)C=CC=C1